2,5-Diethylpyrazine C(C)C1=NC=C(N=C1)CC